cyclopentyl pyruvate C(C(=O)C)(=O)OC1CCCC1